2-chloro-1-(3,7-dibromo-10H-phenoxazin-10-yl)ethan-1-one ClCC(=O)N1C2=CC=C(C=C2OC=2C=C(C=CC12)Br)Br